BrC=1C(=CC(=C(C1)C1=CC=C2C(=CN=NC2=C1)NCC1=C(C=C(C=C1)OC)OC)N1N=CC=C1)OCC 7-(5-Bromo-4-ethoxy-2-pyrazol-1-yl-phenyl)-N-[(2,4-dimethoxyphenyl)methyl]cinnolin-4-amine